C1=NC(=C2C(=N1)N(C=N2)[C@H]3[C@@H]([C@@H]([C@H](O3)COP(=O)(O)OP(=O)(O)OC[C@@H]4[C@H]([C@H]([C@@H](O4)O[C@@H]5[C@@H]([C@H](O[C@H]5N6C=NC7=C(N=CN=C76)N)COP(=O)(O)OP(=O)(O)OC[C@@H]8[C@H]([C@H]([C@@H](O8)O[C@@H]9[C@@H]([C@H](O[C@H]9N1C=NC2=C(N=CN=C21)N)COP(=O)(O)OP(=O)(O)OC[C@@H]1[C@H]([C@H]([C@@H](O1)O)O)O)O)O)O)O)O)O)O)O)N The molecule is a biomacromolecule that is composed of ADP-D-ribose units linked through glycosidic ribose-ribose 1''->2' bonds. Branching may also occur. It is a biomacromolecule and a polysaccharide derivative. It contains an ADP-D-ribose.